N-((1S)-(4,4-difluorocyclohexyl)(7-(methylthio)-6-(((5R)-2-oxo-5-(trifluoromethyl)piperidin-3-yl)methyl)imidazo[1,2-b]pyridazin-2-yl)methyl)-1-ethyl-1H-pyrazole-5-carboxamide FC1(CCC(CC1)[C@H](NC(=O)C1=CC=NN1CC)C=1N=C2N(N=C(C(=C2)SC)CC2C(NC[C@@H](C2)C(F)(F)F)=O)C1)F